6-chloro-2-methyl-1-(oxetan-3-yl)-1H-pyrrolo[2,3-b]pyridine-4-carbaldehyde ClC=1C=C(C2=C(N1)N(C(=C2)C)C2COC2)C=O